BrC=1C(=NN(N1)C1CC1)CCNC(OC(C)(C)C)=O tert-Butyl (2-(5-bromo-2-cyclopropyl-2H-1,2,3-triazol-4-yl)ethyl)carbamate